CCOC(=O)/C=C/C1=CC(=C(C=C1)O)O The molecule is an ethyl ester resulting from the formal condensation of the carboxy group of trans-caffeic acid with ethanol. It has a role as an anti-inflammatory agent and an antineoplastic agent. It is an alkyl caffeate ester and an ethyl ester. It derives from a trans-caffeic acid.